N-(4-(2,6-dimethoxyphenyl)-5-(5-methyl-3-pyridinyl)-4H-1,2,4-triazol-3-yl)-1-(5-fluoro-2-pyrimidinyl)-1-methoxy-2-propanesulfonamide COC1=C(C(=CC=C1)OC)N1C(=NN=C1C=1C=NC=C(C1)C)NS(=O)(=O)C(C(OC)C1=NC=C(C=N1)F)C